COC(=O)C1=CC=NC2=CC=C(C=C12)COC(F)(F)F 6-((trifluoromethoxy)methyl)quinoline-4-carboxylic acid methyl ester